C(C=C)OC1=C(C=CC=C1)OC allyloxyanisole